BrC1=C2C(=C(NC2=C(C=C1Cl)C(=O)N)C)C 4-bromo-5-chloro-2,3-dimethyl-1H-indole-7-carboxamide